FC=1C=C(CN2C3=C(C(=C(CC2=O)C(=O)OC)O)C=CC=C3)C=CC1F Methyl 1-(3,4-difluorobenzyl)-5-hydroxy-2-oxo-2,3-dihydro-1H-benzo[b]azepine-4-carboxylate